BrC=1C=C(C=CC1F)NC(=NO)C1=NON=C1NCCC1NC(OC1)=C=O N-(3-bromo-4-fluorophenyl)-N'-hydroxy-4-((2-(2-carbonyloxazolidine-4-yl)ethyl)amino)-1,2,5-oxadiazole-3-carboxamidine